Benzyl 4-(5-(3-iodophenyl)-2-methyl-3-phenylpyrazolo[1,5-a]pyrimidin-7-yl)-piperazine-1-carboxylate IC=1C=C(C=CC1)C1=NC=2N(C(=C1)N1CCN(CC1)C(=O)OCC1=CC=CC=C1)N=C(C2C2=CC=CC=C2)C